FC1=C(C(=CC=C1OC)F)CN (2,6-difluoro-3-methoxyphenyl)methanamine